ClC=1C(=NC2=CC(=C(N=C2C1N[C@H](CC)C=1C=C(C#N)C=CC1)C=1C=NC(=CC1)P(=O)(C)C)F)C 3-[(1R)-1-({3-chloro-6-[6-(dimethylphosphoryl)pyridin-3-yl]-7-fluoro-2-methyl-1,5-naphthyridin-4-yl}amino)propyl]benzonitrile